N1P=NC=C1 [1,3,2]diazaphosphole